C(C)C1=C(C(=C(C(=C1C(=O)O)C(=O)O)C(=O)O)CC)CC triethyl-hemimellitic acid